C(C)(C)(C)C=1C=C(C=C(C1)N1N=C(C=C1C)C)[C@H](CC(=O)OC)CN1CC2(C1)CNCC2 methyl (S)-3-(3-(tert-butyl)-5-(3,5-dimethyl-1H-pyrazol-1-yl)phenyl)-4-(2,6-diazaspiro[3.4]octan-2-yl)butanoate